ClC1=C(C=CC=C1)C=1N=C(NC1)C=1C(=NC=C(C1)N1CCOCC1)C(=O)N (4-(2-chlorophenyl)-1H-imidazol-2-yl)-5-morpholinopicolinamide